ethyl (Z)-2-fluoro-3-(1-methyl-1H-1,2,3-triazol-4-yl)acrylate F\C(\C(=O)OCC)=C/C=1N=NN(C1)C